CS(=O)(=O)C1=CC=C(C=C1)NC1=NC=C2C=CN=C(C2=C1)C#CC1=CC=C(C=C1)CCC(=O)OC Methyl 3-(4-((7-((4-(methylsulfonyl)phenyl)amino)-2,6-naphthyridin-1-yl)ethynyl)phenyl)propanoate